4-amino-N-(1-(hydroxy(4-methoxyphenyl)methyl)-6-methylisoquinolin-5-yl)thieno[3,2-d]pyrimidine-7-carboxamide NC=1C2=C(N=CN1)C(=CS2)C(=O)NC2=C1C=CN=C(C1=CC=C2C)C(C2=CC=C(C=C2)OC)O